2-cyano-N,N-dipropylacetamide C(#N)CC(=O)N(CCC)CCC